(±)-15-hydroxy-11Z,13E-eicosadienoic acid O[C@@H](CCCCCCCCCC=CC=CC(=O)O)CCCCC |r|